BrNC1=CC(=C(C(=C1F)F)F)F bromo-3,4,5,6-tetrafluoroaniline